OC(C)NC(CCC)=O N-(1-hydroxyethyl)butyramide